4-O-(β-D-galactopyranosyl)-3,6-anhydro-α-L-galactopyranose [C@@H]1([C@H](O)[C@@H](O)[C@@H](O)[C@H](O1)CO)O[C@H]1[C@@H]2[C@@H]([C@H](O)O[C@H]1CO2)O